N-[2-bromo-6-carbamoyl-4-(trifluoromethyl)phenyl]-2-(3-chloro-2-pyridyl)-5-(trifluoromethyl)pyrazole-3-carboxamide BrC1=C(C(=CC(=C1)C(F)(F)F)C(N)=O)NC(=O)C=1N(N=C(C1)C(F)(F)F)C1=NC=CC=C1Cl